C(C)N1C(NC2=C(C(=CC=3C2=C1N=NC3C)CN3CCN(CC3)C=3C=CC(=NC3C)C(=O)NC)F)=O 5-(4-((9-ethyl-6-fluoro-3-methyl-8-oxo-8,9-dihydro-7H-pyridazino[3,4,5-de]quinazolin-5-yl)methyl)piperazin-1-yl)-N,6-dimethylpyridineamide